bromoindane C1CC2=CC=CC=C2C1Br